C(C)(C)(C)C1=CC=C(C=C1)N1CC2(C(N(C=3C=NC=4C=C(C(=CC4C32)C=3C=C(C(=NC3)OCCNC(C)C)NS(=O)(=O)C)F)C)=O)C1 N-(5-(1-(4-(tert-Butyl)phenyl)-7'-fluoro-3'-methyl-2'-oxo-2',3'-dihydrospiro[azetidine-3,1'-pyrrolo[2,3-c]quinolin]-8'-yl)-2-(2-(isopropylamino)ethoxy)pyridin-3-yl)methanesulfonamide